4-fluoro-N-[2-(2-methyl-3-piperidinyl)thieno[2,3-b]pyridin-4-yl]-1,3-benzothiazol-5-amine FC1=C(C=CC2=C1N=CS2)NC2=C1C(=NC=C2)SC(=C1)C1C(NCCC1)C